CC=1SC(=C(N1)COC=1C=CC2=C(C(=C(O2)C)C(=O)O)C1)C 5-((2,5-dimethylthiazol-4-yl)methoxy)-2-methylbenzofuran-3-carboxylic acid